methyl 1-(cyclopropylmethyl)-5-formyl-2-oxo-1,2-dihydropyridine-3-carboxylate C1(CC1)CN1C(C(=CC(=C1)C=O)C(=O)OC)=O